C(C)NC1(CC=C(C=O)C=C1)NCC 4,4-diethylaminobenzaldehyde